N-(1-(2-bromothiazol-5-yl)ethyl)-1-methyl-3-(trifluoromethyl)-1H-pyrazole-5-carboxamide BrC=1SC(=CN1)C(C)NC(=O)C1=CC(=NN1C)C(F)(F)F